FC(C1=NN=C(O1)C1=CN=C(S1)CN(S(=O)(=O)CCOC)C=1C=NC=CC1)F N-({5-[5-(difluoromethyl)-1,3,4-oxadiazol-2-yl]-1,3-thiazol-2-yl}methyl)-2-methoxy-N-(pyridin-3-yl)ethane-1-sulfonamide